ClC1=C(NC2=CC=CC(=C12)Cl)C(=O)O 3,4-dichloro-1H-indole-2-carboxylic acid